Cl.N[C@H]1CC[C@H](CC1)C(=O)NC1=CC(=C(C=C1)C)OC cis-4-amino-N-(3-methoxy-4-methylphenyl)cyclohexane-1-carboxamide hydrochloride